fluorodichlorobenzene FC=1C(=C(C=CC1)Cl)Cl